N[C@H]1CN(CCC1)C(=O)C1=CC2=C(N(C(=N2)C2=CC=3C(=NC(=CC3)N(S(=O)(=O)C)C3=CC=CC=C3)N2CC2CC2)C)C(=C1)OC (R)-N-(2-(5-(3-aminopiperidine-1-carbonyl)-7-methoxy-1-methyl-1H-benzo[d]imidazol-2-yl)-1-(cyclopropylmethyl)-1H-pyrrolo[2,3-b]pyridin-6-yl)-N-phenylmethanesulfonamide